5-methyl-2-methylsulfanyl-N-[(1R)-1-(1-naphthyl)ethyl]Pyrimidine-4-carboxamide CC=1C(=NC(=NC1)SC)C(=O)N[C@H](C)C1=CC=CC2=CC=CC=C12